OCC(CCCC(C(=O)O)(C)C1=CC(=CC=C1)I)(C)C 7-hydroxy-2-(3-iodophenyl)-2,6,6-trimethylheptanoic acid